C(C1=CC=CC=C1)OC(=O)N1CCC(=CC1)C1=CC2=C(N=CN=C2N[C@H](C)C2=C(C(=CC=C2)C(F)F)F)N(C1=O)C (R)-4-(4-((1-(3-(difluoromethyl)-2-fluorophenyl)ethyl)amino)-8-methyl-7-oxo-7,8-dihydropyrido[2,3-d]Pyrimidin-6-yl)-3,6-dihydropyridine-1(2H)-carboxylic acid benzyl ester